ClC=1C=CC(=C(C1)B(O)O)OC (5-chloro-2-methoxyphenyl)boronic acid